(rac)-1-oxo-2-(2,2,2-trifluoroethyl)-3-(6-(trifluoromethyl)pyridin-3-yl)-1,2,3,4-tetrahydroisoquinoline-4-carboxylic acid O=C1N(C(C(C2=CC=CC=C12)C(=O)O)C=1C=NC(=CC1)C(F)(F)F)CC(F)(F)F